5-(3-{[(tert-Butyldimethylsilyl)oxy]methyl}-2-fluorophenyl)-3-fluoro-2-(3-methoxyazetidin-1-yl)pyridine [Si](C)(C)(C(C)(C)C)OCC=1C(=C(C=CC1)C=1C=C(C(=NC1)N1CC(C1)OC)F)F